C[Si](CCOCN1N=C(C=C1)CS(=O)C)(C)C trimethyl-[2-[[3-(methylsulfinylmethyl)pyrazol-1-yl]methoxy]ethyl]silane